C(C)OC=1C=C(C=2N(C1)N=C1C2C=NN1)C=1C=CC(=NC1)N1CCC(CC1)(NCC=1C=NC(=CC1)OC)CO (1-(5-(6-Ethoxy-1H-pyrazolo[3',4':3,4]pyrazolo[1,5-a]pyridin-4-yl)pyridine-2-yl)-4-(((6-methoxypyridin-3-yl)methyl)amino)piperidin-4-yl)methanol